2-oxo-1,3-oxazine O=C1OC=CC=N1